C(C)(C)(C)OC(=O)N1CCN(CC1)CC[C@H](C1=CC(=CC=C1)NC(CCC(=O)OC(C)(C)C)=O)OC(=O)[C@H]1N(CCCC1)C(C(C(COC(C=C)=O)(C)C)=O)=O 4-((R)-3-((S)-1-(4-(acryloyloxy)-3,3-dimethyl-2-oxobutanoyl)piperidine-2-carbonyloxy)-3-(3-(4-tert-butoxy-4-oxobutanoylamino)phenyl)propyl)piperazine-1-carboxylic acid tert-butyl ester